ClC1=NC=C2C(=N1)N(N=C2C)CC(F)F 6-chloro-1-(2,2-difluoroethyl)-3-methyl-1H-pyrazolo[3,4-d]pyrimidine